C(C)OC(=O)C1=C(N=C(S1)NC1=NC(=CC(=N1)N1CC(CC1)O)NCC1=CC=C(C=C1)C1=NN=NN1)C 2-[4-(3-hydroxy-1-pyrrolidinyl)-6-[4-(1H-tetrazol-5-yl)benzylamino]pyrimidin-2-ylamino]-4-methylthiazole-5-carboxylic acid ethyl ester